aminobenzo(k)fluoranthene NC1=CC=C2C=CC=C3C=4C=C5C(=CC4C1=C32)C=CC=C5